ClC=1C=C(C=CC1F)NC(N(C(C)C1=CNC(C2=CC=CC=C12)=O)CCCNC(OC(C)(C)C)=O)=O tert-butyl (3-(3-(3-chloro-4-fluorophenyl)-1-(1-(1-oxo-1,2-dihydroisoquinolin-4-yl)ethyl)ureido)propyl)carbamate